C(C)(C)(C)OC(=O)N1CCC(CC1)OS(=O)(=O)C 4-methanesulfonyloxypiperidine-1-carboxylic acid tert-butyl ester